Pentyl-6-(dodecyl(2-(dodecyl(2-hydroxyethyl)amino)ethyl)amino)hexanoate C(CCCC)OC(CCCCCN(CCN(CCO)CCCCCCCCCCCC)CCCCCCCCCCCC)=O